acetic acid n-pentyl ester (amyl acetate) C(CCCC)CC(=O)O.C(CCCC)OC(C)=O